tert-butyl-(1-(3-(4-(5-(trifluoromethyl) pyrimidin-2-yl) piperazine-1-carbonyl)-1H-pyrrolo[2,3-c]pyridin-1-yl) propan-2-yl) carbamate C(N)(OC(CN1C=C(C=2C1=CN=CC2)C(=O)N2CCN(CC2)C2=NC=C(C=N2)C(F)(F)F)CC(C)(C)C)=O